2-((4-((1R,5S)-3,8-diazabicyclo[3.2.1]octan-3-yl)-7-(8-chloronaphthalen-1-yl)-8-fluoropyrido[4,3-d]pyrimidin-2-yl)oxy)-N-(4-((3-phenyl-1H-1,2,4-triazol-1-yl)sulfonyl)phenyl)acetamide [C@H]12CN(C[C@H](CC1)N2)C=2C1=C(N=C(N2)OCC(=O)NC2=CC=C(C=C2)S(=O)(=O)N2N=C(N=C2)C2=CC=CC=C2)C(=C(N=C1)C1=CC=CC2=CC=CC(=C12)Cl)F